(R)-tert-butyl 2-cyanopyrrolidine-1-carboxylate C(#N)[C@@H]1N(CCC1)C(=O)OC(C)(C)C